ClC1=CC=CC=2NC3=CC(=CC=C3C(C12)(C)C)C(C)C 1-Chloro-6-isopropyl-9,9-dimethyl-9,10-dihydroacridine